C(=O)O.CN(CCC[C@@H](C(C)C)N1CC2(C1)CN(CC2)C=2N=CN=NC2OC2=C(C(=O)N(C(C)C)CC)C=C(C=C2)F)C (S)-2-((5-(2-(6-(dimethylamino)-2-methylhexan-3-yl)-2,6-diazaspiro[3.4]octan-6-yl)-1,2,4-triazin-6-yl)oxy)-N-ethyl-5-fluoro-N-isopropylbenzamide formate